2,4,6-trimercapto-s-triazine triammonium salt [NH4+].[NH4+].[NH4+].SC1=NC(=NC(=N1)S)S